CC1=NN(C(C1)=O)C1=CC=C2C=C(N(C2=C1)S(=O)(=O)C1=CC=C(C)C=C1)C 3-methyl-1-(2-methyl-1-tosyl-1H-indol-6-yl)-1H-pyrazol-5(4H)-one